(S)-3-Amino-4,4-difluorocyclopent-1-enecarboxylic acid hydrochloric acid salt Cl.N[C@H]1C=C(CC1(F)F)C(=O)O